ethyloxyzirconium tribromide [Br-].[Br-].[Br-].C(C)O[Zr+3]